CN(C1CCN(CC1)C1=CC=C(C=C1)SC1=CC2=C(NC(=N2)NC(OC)=O)C=C1)C Methyl (5-((4-(4-(dimethylamino)piperidin-1-yl)phenyl)thio)-1H-benzo[d]imidazol-2-yl)carbamate